CC1=CC(=C(C=O)C=C1OC)OC 4-methyl-2,5-dimethoxybenzaldehyde